CC1=NNC(=C1C(=O)N1CCC(CC1)C=1C=C2C(=C(NC2=CC1)C1=CC(=NC(=C1)C)C)C(C)C)C (3,5-dimethyl-1H-pyrazol-4-yl)(4-(2-(2,6-dimethylpyridin-4-yl)-3-isopropyl-1H-indol-5-yl)piperidin-1-yl)methanone